ethyl (S)-2-amino-3-(5-(4-((5-chloropyridin-2-yl)oxy)phenyl)-1,2,4-oxadiazol-3-yl)propanoate N[C@H](C(=O)OCC)CC1=NOC(=N1)C1=CC=C(C=C1)OC1=NC=C(C=C1)Cl